BrC=1C=C(C=NC1)N 5-bromopyridin-3-amine